5-[[1-[4-[(2,6-dioxo-3-piperidyl)amino]phenyl]-4-piperidyl]methyl]-3,4-dihydro-1H-isoquinoline-2-carboxylic acid tert-butyl ester C(C)(C)(C)OC(=O)N1CC2=CC=CC(=C2CC1)CC1CCN(CC1)C1=CC=C(C=C1)NC1C(NC(CC1)=O)=O